ClC=1C=NC=C(C1)C=1CCC(CN1)C 3-chloro-5-(3-methyl-2,3,4,5-tetrahydropyridin-6-yl)pyridine